di-tert-butyl [4-[[2-(4-fluoro-2-methyl-phenoxy)-5-(trifluoromethyl)benzoyl]amino]-2-oxo-1-pyridyl]methyl phosphate P(=O)(OC(C)(C)C)(OC(C)(C)C)OCN1C(C=C(C=C1)NC(C1=C(C=CC(=C1)C(F)(F)F)OC1=C(C=C(C=C1)F)C)=O)=O